C(C1=CC=CC=C1)S/C=C/C(C1=CC=CC=C1)O[Si](C)(C)C (E)-{[3-(Benzylthio)-1-phenylallyl]oxy}trimethylsilane